CC1(C(=CCC=C(CCC=C(CC1)C)C)C)C(=O)C1(C(=CCC=C(CCC=C(CC1)C)C)C)C methyl-2,6,10-trimethyl-2,5,9-cyclododecatrienylketone